chloro-3-(methylamino)-10'-(piperidin-4-yl)-5'H-spiro[cyclobutane-1,7'-indolo[1,2-a]quinazolin]-5'-one ClC1=CC=CC=2C(N=C3N(C12)C1=CC(=CC=C1C31CC(C1)NC)C1CCNCC1)=O